FC1=CC=C2OCCCCCOC3=CC=CC(C4=NNC5=CN=C(C1=C2)C=C45)=C3 17-fluoro-7,13-dioxa-20,23,24-triazapentacyclo[17.5.2.12,6.114,18.022,25]octacosa-1(24),2(28),3,5,14,16,18(27),19,21,25-decaene